OC(CCCCCCC(=O)O)CCCCCCCCCCCCCCCCCCC 8-Hydroxy-heptacosanoic acid